C(CCCCCCCCCCCCC)C=1C(=C(C=CC1)C=1C(=CC=CC1)C1=CC=CC=C1)Cl tetradecyl-chloroterphenyl